CC1=C(C=CC(=C1)C)S(=O)C1=C(C=CC=C1)N1CCNCC1 1-(2-((2,4-dimethylphenyl)sulfinyl)phenyl)piperazine